FC=1C=C(C=C(C1CN1C(NC=2C=NC=3N=C(C=CC3C21)OC)=O)F)S(=O)(=O)NC 3,5-Difluoro-4-((7-methoxy-2-oxo-2,3-dihydro-1H-imidazo[4,5-c][1,8]naphthyridin-1-yl)methyl)-N-methylbenzenesulfonamide